CN(N=O)S(=O)(=O)C1=CC=C(C=C1)C N-methyl-N-(p-tolylsulfonyl)nitrosamide